sodium oleamidooleate C(CCCCCCC\C=C/CCCCCCCC)(=O)NC(C(=O)[O-])CCCCCC\C=C/CCCCCCCC.[Na+]